C(C)(C)(C)OC(=O)N1CCN(CC1)C1=NC=C(C(=N1)C=1C=NC(=CC1)O)F 4-(5-fluoro-4-(6-hydroxypyridin-3-yl)pyrimidin-2-yl)piperazine-1-carboxylic acid tert-butyl ester